C1(CC1)CN1N=C2C3=C(CCC2=C1)OC(=C3C)C(=O)OCC ethyl 2-(cyclopropylmethyl)-8-methyl-4,5-dihydro-2H-furo[2,3-g]indazole-7-carboxylate